C(CCCCCCCCCCC)(=O)SC[C@H](N)C(=O)O S-dodecanoyl-cysteine